rac-tert-butyl (3R,4S)-3-fluoro-4-hydroxy-3-methylpiperidine-1-carboxylate F[C@@]1(CN(CC[C@@H]1O)C(=O)OC(C)(C)C)C |r|